14-methylpentadecanoate CC(CCCCCCCCCCCCC(=O)[O-])C